bis(cyclopentadienyl)bis[2,6-difluoro-3-(2-ethyl-2-methylheptoylamino)phenyl]titanium C1(C=CC=C1)[Ti](C1=C(C(=CC=C1F)NC(C(CCCCC)(CC)C)=O)F)(C1=C(C(=CC=C1F)NC(C(CCCCC)(C)CC)=O)F)C1C=CC=C1